C(C)(C)C1=NC=CC=C1C1=NC=C2NC(N(C2=N1)CC1=CC=C(C=C1)C1=NN(C=C1)C)=O 2-(2-isopropylpyridin-3-yl)-9-(4-(1-methyl-1H-pyrazol-3-yl)benzyl)-7,9-dihydro-8H-purin-8-one